N-(3-(2,5-bis(difluoromethoxy)phenyl)-1-(2-(dimethylamino)-2-oxoethyl)-1H-pyrazol-4-yl)pyrazolo[1,5-a]pyrimidine-3-carboxamide FC(OC1=C(C=C(C=C1)OC(F)F)C1=NN(C=C1NC(=O)C=1C=NN2C1N=CC=C2)CC(=O)N(C)C)F